FC(C(=O)NS(=O)(=O)C(F)(F)F)(F)F 2,2,2-trifluoro-N-{(trifluoromethyl)sulfonyl}acetoamide